C(C)(CC)C1=C(C(=C2C=NC(=NN21)NC2C(CN(CC2)S(=O)(=O)C)O)Cl)C#N 7-(sec-butyl)-5-chloro-2-((3-hydroxy-1-(methylsulfonyl)piperidin-4-yl)amino)pyrrolo[2,1-f][1,2,4]triazine-6-carbonitrile